(S)-2-amino-3-(6-((1-methylpiperidin-4-yl)oxy)pyridin-3-yl)propanoic acid N[C@H](C(=O)O)CC=1C=NC(=CC1)OC1CCN(CC1)C